3-((2-ethoxy-2-oxoethyl)amino)benzoic acid C(C)OC(CNC=1C=C(C(=O)O)C=CC1)=O